tert-butyl (1-((3-((1-(piperidin-4-yl)azetidin-3-yl)oxy)phenyl)sulfonyl)piperidin-4-yl)carbamate N1CCC(CC1)N1CC(C1)OC=1C=C(C=CC1)S(=O)(=O)N1CCC(CC1)NC(OC(C)(C)C)=O